N-((1s,3s)-3-(methylamino)cyclobutyl)-2-(4-(methylcarbamoyl)phenyl)benzo[d]imidazo[2,1-b]thiazole-7-carboxamide CNC1CC(C1)NC(=O)C1=CC2=C(N3C(S2)=NC(=C3)C3=CC=C(C=C3)C(NC)=O)C=C1